[Mn](=O)([O-])[O-].[Li+].[Li+] Lithium manganit